4-chloro-3-(7-chloro-4-oxo-1,4-dihydroquinolin-2-yl)benzonitrile ClC1=C(C=C(C#N)C=C1)C=1NC2=CC(=CC=C2C(C1)=O)Cl